butyl 2-(1-(trifluoromethyl)cyclopentane-1-carbonyl)-2,6-diazaspiro[3.4]octane-6-carboxylate FC(C1(CCCC1)C(=O)N1CC2(C1)CN(CC2)C(=O)OCCCC)(F)F